6-(1-fluorocyclobutyl)quinoline-4-carboxylic acid methyl ester COC(=O)C1=CC=NC2=CC=C(C=C12)C1(CCC1)F